2-chloro-6-(2,6-difluoro-3,5-dimethoxyphenyl)-7-oxo-5,6,7,8-tetrahydropyrido[4,3-d]pyrimidine-8-carboxylic acid ethyl ester C(C)OC(=O)C1C(N(CC2=C1N=C(N=C2)Cl)C2=C(C(=CC(=C2F)OC)OC)F)=O